FC1=CC=C(C=C1)N1N=CC2=CC(=CC=C12)N1[C@H]([C@@H](C(C1=O)(C)C)NC(=O)C=1N=CSC1C)C1=CC=CC=C1 N-((2S,3R)-1-(1-(4-fluorophenyl)-1H-indazol-5-yl)-4,4-dimethyl-5-oxo-2-phenylpyrrolidin-3-yl)-5-methylthiazole-4-carboxamide